2-methyl-1,10-undecadiene CC(=C)CCCCCCCC=C